(R)-2-(((benzyloxy)carbonyl)amino)-3-(naphthalen-1-yl)propionic acid C(C1=CC=CC=C1)OC(=O)N[C@@H](C(=O)O)CC1=CC=CC2=CC=CC=C12